ClC=1N=C(C2=C(N1)C(=C(N=C2)C2=CC(=CC1=CC=C(C(=C21)CC)F)OCOC)F)Cl 2,4-dichloro-7-(8-ethyl-7-fluoro-3-(methoxymethoxy)naphthalen-1-yl)-8-fluoropyrido[4,3-d]pyrimidine